N-(1-methylindol-7-yl)prop-2-enamide CN1C=CC2=CC=CC(=C12)NC(C=C)=O